FC=1C(=C(C#N)C(=CC1)O[C@H]1[C@@H](C1)C)C=1N(N=CC1)C 3-fluoro-6-[(1R,2R)-2-methylcyclopropoxy]-2-(2-methylpyrazol-3-yl)benzonitrile